(6-(4-phenylpiperidin-1-yl)pyridin-3-yl)boronic acid C1(=CC=CC=C1)C1CCN(CC1)C1=CC=C(C=N1)B(O)O